COC1=CC(=C(CC(C(=O)OC)CC=C(C)C)C(=C1)OCOC)OCOC methyl 2-(4-methoxy-2,6-bis(methoxymethoxy) benzyl)-5-methylhex-4-enoate